5-(2-(4-((3-fluoro-4-(trifluoromethoxy)benzyl)amino)butoxy)ethoxy)benzo[c][2,6]naphthyridine-8-carboxylic acid FC=1C=C(CNCCCCOCCOC2=NC3=C(C4=CN=CC=C24)C=CC(=C3)C(=O)O)C=CC1OC(F)(F)F